2-methoxybenzonitrile-3,5-d2 COC1=C(C#N)C=C(C=C1[2H])[2H]